FC(C1=NN=C(O1)C=1C=C(C=C(C1)F)C1=NC=CC=C1OCC1CCOCC1)F 2-{3-[5-(difluoromethyl)-1,3,4-oxadiazol-2-yl]-5-fluorophenyl}-3-[(oxan-4-yl)methoxy]pyridine